C1(=CC=CC=C1)N(C(=O)N1[C@@H]([C@H]2CC[C@@H](C1)N2C(N(C)CC2=CC=C(C=C2)C(C)C)=O)C(=O)O)C2=CC=CC=C2 (1R,2S,5S)-3-(diphenylcarbamoyl)-8-((4-isopropylbenzyl)(methyl)carbamoyl)-3,8-diazabicyclo[3.2.1]octane-2-carboxylic acid